SN1CNCNC1 mercaptohexahydros-triazine